tert-butyl N-[2-[6-[[tert-butyl(dimethyl)silyl]oxymethyl]-8-fluoro-2-methyl-6,7-dihydro-5H-cyclopenta[f]benzimidazol-3-yl]ethyl]carbamate [Si](C)(C)(C(C)(C)C)OCC1CC=2C(=CC3=C(N=C(N3CCNC(OC(C)(C)C)=O)C)C2F)C1